4,4-difluoro-2-(4-fluorophenyl)-N-{4-[7-(pyridin-2-yl)-5H-pyrrolo[3,2-d]pyrimidin-6-yl]pyridin-2-yl}butanamide ethyl-lauroyl-arginate HCl Cl.C(C)N([C@@H](CCCNC(N)=N)C(=O)O)C(CCCCCCCCCCC)=O.FC(CC(C(=O)NC1=NC=CC(=C1)C1=C(C=2N=CN=CC2N1)C1=NC=CC=C1)C1=CC=C(C=C1)F)F